ClC=1C=2N(C(=C(C1)C(C)N)N1CCCC1)C=NC2 (8-Chloro-5-pyrrolidin-1-ylimidazo[1,5-a]pyridin-6-yl)ethanamine